(2S,3R)-3-(o-tolyl)butan-2-yl (3-(acetoxymethoxy)-4-methoxypicolinoyl)-L-alaninate C(C)(=O)OCOC=1C(=NC=CC1OC)C(=O)N[C@@H](C)C(=O)O[C@@H](C)[C@H](C)C1=C(C=CC=C1)C